(S)-3-(2-amino-3-(2,5-dioxo-2,5-dihydro-1H-pyrrol-1-yl)propoxy)-N,N-dimethylpropanamide TFA salt OC(=O)C(F)(F)F.N[C@H](COCCC(=O)N(C)C)CN1C(C=CC1=O)=O